Methyl 7-bromo-2-(1-(tert-butoxycarbonyl)piperidin-3-yl)-3-fluoro-1H-indole-5-carboxylate BrC=1C=C(C=C2C(=C(NC12)C1CN(CCC1)C(=O)OC(C)(C)C)F)C(=O)OC